(1s,4s)-1-Methyl-4-((2-((2-(3-methyl-1-(2,2,2-trifluoroethyl)-1H-pyrazol-4-yl)pyridin-4-yl)amino)-5-(1-(2,2,2-trifluoroethyl)-1H-pyrazol-3-yl)pyrimidin-4-yl)amino)cyclohexan-1-ol CC1(CCC(CC1)NC1=NC(=NC=C1C1=NN(C=C1)CC(F)(F)F)NC1=CC(=NC=C1)C=1C(=NN(C1)CC(F)(F)F)C)O